F[C@H]1[C@@H](CN(CC1)C1=NC2=C(N1CC1=NC=C(C=N1)F)C=C(C=C2)F)N (3R,4R)-4-fluoro-1-(6-fluoro-1-((5-fluoro-2-pyrimidinyl)methyl)-1H-benzimidazol-2-yl)-3-piperidinamine